C(C)(C)(C)C1=CC(=NC=C1)N1C2=CC(=CC=C2C=2C=C(C=CC12)C#N)O 9-(4-(tert-butyl)pyridin-2-yl)-7-hydroxy-9H-carbazole-3-carbonitrile